F\C(=C/CNC(OC(C)(C)C)=O)\CSC1=CC(=CC=C1)O tert-butyl (Z)-(3-fluoro-4-((3-hydroxyphenyl)thio)but-2-en-1-yl)carbamate